C(C1=CC=CC=C1)N1C(C(C(CC1=O)(C)C)=NO)=O 1-benzyl-3-(hydroxyimino)-4,4-dimethylpiperidine-2,6-dione